2-((morpholin-N-yl)imino)-4-(2,4-difluorophenyl)thiazole N1(CCOCC1)N=C1SC=C(N1)C1=C(C=C(C=C1)F)F